2-(4-((3,3-difluoropropyl)thio)-2,5-bis(methoxy-d3)phenyl)ethan-1-amine FC(CCSC1=CC(=C(C=C1OC([2H])([2H])[2H])CCN)OC([2H])([2H])[2H])F